racemic-2-((1S,2S)-2-(3,3-difluorocyclobutyl)cyclopropyl)-4,4,5,5-tetramethyl-1,3,2-dioxaborolane FC1(CC(C1)[C@@H]1[C@H](C1)B1OC(C(O1)(C)C)(C)C)F |r|